FC=1C=C(C=2C(C(CCC2C1C)CO)=O)NC(C)=O N-(3-Fluoro-7-(hydroxymethyl)-4-methyl-8-oxo-5,6,7,8-tetrahydronaphthalen-1-yl)acetamide